ClC1=CC=C(C=C1)[C@@]1(N(C(C2=CC(=CC=C12)C(C(=O)NC(C)C)(C)O)=O)CC1=NC=C(C=C1)Cl)OC 2-[(1R)-1-(4-Chlorophenyl)-2-[(5-chloropyridin-2-yl)methyl]-1-methoxy-3-oxo-2,3-dihydro-1H-isoindol-5-yl]-2-hydroxy-N-(propan-2-yl)propanamid